1-(4-allyl-2-(2-methyl-1H-benzimidazol-5-yl)phenyl)ethane-1-ol C(C=C)C1=CC(=C(C=C1)C(C)O)C1=CC2=C(NC(=N2)C)C=C1